rac-(7S)-4,7-difluoro-7-isopropyl-N-[rac-(1R)-3-[4-(hydroxymethyl)piperidin-1-ium-1-yl]-1-(6-pyridazin-4-yl-3-pyridyl)propyl]-6,8-dihydro-5H-acridine-2-carboxamide FC1=CC(=CC2=CC=3C[C@@](CCC3N=C12)(C(C)C)F)C(=O)N[C@H](CC[NH+]1CCC(CC1)CO)C=1C=NC(=CC1)C1=CN=NC=C1 |r|